ClC1=CC(=C(C=N1)C#CCC1OCC1O)N1CCC(CC1)(C)CO (3-(6-chloro-4-(4-(hydroxymethyl)-4-methylpiperidin-1-yl)pyridin-3-yl)prop-2-yn-1-yl)oxetan-3-ol